nickel-tungsten phosphorus [P].[W].[Ni]